octahydro-1H-pyrrolo[3,4-c]pyridin-1-one C1(NCC2CNCCC21)=O